2-(5-amino-2-(furan-2-yl)-7H-pyrazolo[4,3-e][1,2,4]triazolo[1,5-c]pyrimidin-7-yl)-2-phenyl-N-(tetrahydro-2H-pyran-4-yl)acetamide NC1=NC2=C(C=3N1N=C(N3)C=3OC=CC3)C=NN2C(C(=O)NC2CCOCC2)C2=CC=CC=C2